CC(C)(C)[S@](=O)N[C@@H](CC)C=1N=CSC1 (S)-2-methyl-N-((S)-1-(thiazol-4-yl)propyl)propane-2-sulfinamide